(S)-2-amino-3-(4-(7'-chloro-2'-oxospiro[cyclopropane-1,3'-indoline]-1'-yl)phenyl)propanoic acid methyl ester COC([C@H](CC1=CC=C(C=C1)N1C(C2(C3=CC=CC(=C13)Cl)CC2)=O)N)=O